C12(CC3CC(CC(C1)C3)C2)CN(C(=O)C=2N=NC(=CC2)N2CCN(CC2)CC2=CC(=CC(=C2)C(F)(F)F)C2=CC(=CC=C2)O)C N-(1-Adamantylmethyl)-6-[4-[[3-(3-hydroxyphenyl)-5-(trifluoromethyl)phenyl]methyl]piperazin-1-yl]-N-methylpyridazine-3-carboxamide